BrC1=CC=C2C(=CC=NC2=C1)OC1=CC=C(C=C1)N(C(=O)C1(CC1)C(=O)N)C1=CC=C(C=C1)F N-(4-((7-Bromoquinolin-4-yl)oxy)phenyl)-N-(4-fluorophenyl)-cyclopropane-1,1-dicarboxamide